C(C)(=O)[O-].[Co+2].O.C(C)(=O)[O-] water cobalt acetate